C[C@@H]1N(CCNC1)C1=CC=C(C=C1)O (S)-4-(2-methylpiperazin-1-yl)phenol